COPPER-MANGANESE-NICKEL-COBALT [Co].[Ni].[Mn].[Cu]